C(C)(C)(C)CS(=O)(=O)N(C(O)=O)CCO.FC1=C(C=C(C=C1)F)C=1N=C(SC1)NC(C(C)C1=CC=C(C=C1)CC(C)C)=O N-(4-(2,5-difluorophenyl)thiazol-2-yl)-2-(4-isobutylphenyl)propionamide tert-butyl-(2-hydroxyethyl)(methylsulfonyl)carbamate